2-phenyl-5,6-dihydro-4H-pyrrolo[1,2-b]pyrazole-3-carboxylic acid C1(=CC=CC=C1)C=1C(=C2N(N1)CCC2)C(=O)O